(S)-6-(1-benzyl-1H-pyrazole-4-carbonyl)-2-cyano-N-((2S,3R)-3-(cyclohexylmethoxy)-1-(methylamino)-1-oxobutan-2-yl)-2,6-diazaspiro[3.4]octane-8-carboxamide C(C1=CC=CC=C1)N1N=CC(=C1)C(=O)N1CC2(CN(C2)C#N)[C@@H](C1)C(=O)N[C@H](C(=O)NC)[C@@H](C)OCC1CCCCC1